methyl 3,4-difluoro-2-((2-fluoro-4-methylphenyl)amino)-5-formylbenzoate FC=1C(=C(C(=O)OC)C=C(C1F)C=O)NC1=C(C=C(C=C1)C)F